C[C@@H]([C@@H]([C@H]([C@H](C=O)OP(=O)(O)OP(=O)(O)O)O)O)O diphospho-L-rhamnose